N-(1-ethylpiperidin-4-yl)-2-(1-phenyl-1H-pyrazol-4-yl)-1,3-oxazole-4-carboxamide C(C)N1CCC(CC1)NC(=O)C=1N=C(OC1)C=1C=NN(C1)C1=CC=CC=C1